N,N'-diphenyl-N,N'-dinaphthyl-benzidine ethyl-1-methyl-3-(5-(trimethylsilyl)isoxazol-3-yl)-1H-pyrazole-5-carboxylate C(C)OC(=O)C1=CC(=NN1C)C1=NOC(=C1)[Si](C)(C)C.C1(=CC=CC=C1)N(C1=CC=C(C=C1)C1=CC=C(N(C2=CC=CC3=CC=CC=C23)C2=CC=CC=C2)C=C1)C1=CC=CC2=CC=CC=C12